N1C=CC=2C1=NC=C(C2)C=2C=C(CCNC(=O)NC1=CC(=C(C=C1)C)C(F)(F)F)C=CC2 1-(3-(1H-pyrrolo[2,3-b]pyridin-5-yl)phenethyl)-3-(4-methyl-3-(trifluoromethyl)phenyl)urea